ClC1=CC=C(C(=N1)C1=CC(N(C=C1)C)=O)NC(C)C=1C=2C3=C(N(C(C2C=C(C1)C)=O)C)N(N=C3)CCO 9-[1-[[6-chloro-2-(1-methyl-2-oxo-4-pyridyl)-3-pyridyl]amino]ethyl]-3-(2-hydroxyethyl)-4,7-dimethyl-pyrazolo[3,4-c]isoquinolin-5-one